1-{4-[5-(3-Chloro-4-isopropoxy-phenyl)-[1,2,4]-oxadiazol-3-yl]-benzyl}-4-ethyl-piperidine-4-carboxylic acid ClC=1C=C(C=CC1OC(C)C)C1=NC(=NO1)C1=CC=C(CN2CCC(CC2)(C(=O)O)CC)C=C1